[Na+].C(C)OC1(OCC1)C(=O)[O-] Ethoxy-2-oxetanecarboxylic acid sodium salt